2-(4-methoxyphenyl)bicyclo[1.1.1]Pentane-1,3-dicarboxylic acid dimethyl ester COC(=O)C12C(C(C1)(C2)C(=O)OC)C2=CC=C(C=C2)OC